FC=1C=CC2=C(CCO2)C1CNC1=NC=C(C=2N1C=NN2)C=2C=CC(=NC2C)CCC(=O)OCC ethyl 3-[5-(5-{[(5-fluoro-2,3-dihydro-1-benzofuran-4-yl) methyl]amino}-[1,2,4]triazolo[4,3-c]pyrimidin-8-yl)-6-methylpyridin-2-yl]propanoate